NC[C@@]1(OC2=C(C1)C(=C(C(=C2)F)Cl)C2=C(C(=NC=C2C(=O)N)OCCO)F)C2=CC=CC=C2 4-((2S,4R)-2-(aminomethyl)-5-chloro-6-fluoro-2-phenyl-2,3-dihydrobenzofuran-4-yl)-5-fluoro-6-(2-hydroxyethoxy)nicotinamide